(ethoxydimethylsilyl)propylamine C(C)O[Si](C)(C)CCCN